C(C)(C)(C)OC(=O)N1C(=CC=2C1=NC=C(C2)NN=C(C#N)C#N)C 5-(2-(dicyanomethylene)hydrazino)-2-methyl-1H-pyrrolo[2,3-b]pyridine-1-carboxylic acid tert-butyl ester